1,4-bis(methyldihydroxysilyl)benzene C[Si](C1=CC=C(C=C1)[Si](O)(O)C)(O)O